tert-Butyl 2-((3-(((benzyloxy)carbonyl)amino)propyl)(tert-butoxycarbonyl)amino)-3-(6-bromobenzo[d]thiazol-2-yl)-4,7-dihydrothieno[2,3-c]pyridine-6(5H)carboxylate C(C1=CC=CC=C1)OC(=O)NCCCN(C1=C(C2=C(CN(CC2)C(=O)OC(C)(C)C)S1)C=1SC2=C(N1)C=CC(=C2)Br)C(=O)OC(C)(C)C